Cl.O1C[C@@H](CC1)C(=O)N1CC=2CNCC2C1 (R)-(tetrahydrofuran-3-yl)(3,4,5,6-tetrahydropyrrolo[3,4-c]pyrrol-2(1H)-yl)methanone Hydrochloride Salt